N(=[N+]=[N-])C1=CC=C(C=C1)CC(=O)ONC(OCC(Cl)(Cl)Cl)=O 2,2,2-trichloroethyl (2-(4-azidophenyl)acetoxy)carbamate